Quinquephenyl C1=CC=C(C=C1)C2=CC=CC=C2C3=CC=CC=C3C4=CC=CC=C4C5=CC=CC=C5